Tert-butyl 3-amino-5,6-dichloro-4-(4,4,5,5-tetramethyl-1,3,2-dioxaborolan-2-yl)-1H-indazole-1-carboxylate NC1=NN(C2=CC(=C(C(=C12)B1OC(C(O1)(C)C)(C)C)Cl)Cl)C(=O)OC(C)(C)C